BrC=1C=C(C=C(C1OC)Br)CC(=O)NCCNC(C1=CC=C(C=C1)C=C)=O N-(2-(2-(3,5-dibromo-4-methoxyphenyl)acetamido)ethyl)-4-vinylbenzamide